FC1=CC=C2C3(C(NC2=C1F)=O)CC3 6',7'-difluoro-2'-oxospiro[cyclopropane-1,3'-indoline]